(Sulfinylbis(methylene))dibenzene S(=O)(CC1=CC=CC=C1)CC1=CC=CC=C1